2-((7-Bromo-5-(difluoromethoxy)-4-oxo-3,4-dihydro-phthalazin-1-yl)methyl)isoindoline-1,3-dione BrC1=CC(=C2C(NN=C(C2=C1)CN1C(C2=CC=CC=C2C1=O)=O)=O)OC(F)F